NC=1C(=C(C=C2C=C(N=CC12)NC(=O)[C@H]1[C@@H](C1)C#N)C=1C=NC=CC1C)C trans-N-(8-amino-7-methyl-6-(4-methylpyridin-3-yl)isoquinolin-3-yl)-2-cyanocyclopropane-1-carboxamide